Cis-N-cyclopropyl-3-((4-methoxy-5-(1-methyl-1H-benzo[d][1,2,3]triazol-6-yl)pyrrolo[2,1-f][1,2,4]triazin-2-yl)amino)-1-methylcyclobutane-1-carboxamide C1(CC1)NC(=O)C1(CC(C1)NC1=NN2C(C(=N1)OC)=C(C=C2)C=2C=CC1=C(N(N=N1)C)C2)C